O=C1NC(CCC1N1C(C2=CC=CC(=C2C1)CN1CCNCC1)=O)=O 4-((2-(2,6-dioxopiperidin-3-yl)-1-oxoisoindolin-4-yl)methyl)piperazine